C(C)(C)OC(CCNC=1N=[N+](C2=C(N1)C=C(C=C2)C2=CN=CS2)[O-])=O 3-((3-isopropoxy-3-oxopropyl)amino)-6-(thiazol-5-yl)benzo[e][1,2,4]triazine-1-oxide